3-(1-(2-cyanoethyl)-1H-indol-3-yl)-4-oxo-1-(pyrimidin-5-ylmethyl)-4H-pyrido[1,2-a]pyrimidinium C(#N)CCN1C=C(C2=CC=CC=C12)C1=C[N+](=C2N(C1=O)C=CC=C2)CC=2C=NC=NC2